FC1=C2[C@H](CCOC2=CC(=C1)F)OC1=CC(=CC=2N(C(=NC21)C)P(OC(C)C)(OC(C)C)=O)C(N(C)C)=O diisopropyl (S)-(4-((5,7-difluorochroman-4-yl)oxy)-6-(dimethylcarbamoyl)-2-methyl-1H-benzo(d)imidazol-1-yl)phosphonate